C(C)(=O)N[C@H]1[C@H](O[C@@H]([C@@H]([C@@H]1O)O)CO)SCCC(=O)NCCCCCNC(OC(C)(C)C)=O tert-butyl (5-(3-(((2R,3R,4R,5R,6R)-3-acetamido-4,5-dihydroxy-6-(hydroxymethyl)tetrahydro-2H-pyran-2-yl)thio)propanamido)pentyl)carbamate